CNC(OC=1C(=NC(=NC1O)C=1SC=C(N1)C)NC1CCC(CC1)(F)F)=O 4-((4,4-difluorocyclohexyl)amino)-6-hydroxy-2-(4-methylthiazol-2-yl)pyrimidin-5-yl methylcarbamate